calcium hydroquinone sulfate S(=O)(=O)([O-])[O-].C1(O)=CC=C(O)C=C1.[Ca+2]